3,4-dihydroxyl-3,4-dimethyl-2,5-hexanedione OC(C(C)=O)(C(C(C)=O)(C)O)C